C(C)NC(C([C@H](C[C@H]1C(NCC1)=O)NC([C@H](CC1=CC=CC=C1)NC(O)=O)=O)O)=O ((2S)-1-(((2S)-4-(ethylamino)-3-hydroxy-4-oxo-1-((S)-2-oxopyrrolidin-3-yl)butan-2-yl)amino)-1-oxo-3-phenylpropane-2-yl)carbamic acid